2-(3-Nitrophenyl)-4-methoxyaniline [N+](=O)([O-])C=1C=C(C=CC1)C1=C(N)C=CC(=C1)OC